3-((1R,3R)-7-(cyclopropylmethoxy)-1-(2,6-difluoro-4-((1-(3-fluoropropyl)azetidin-3-yl)amino)phenyl)-3-methyl-1,3,4,9-tetrahydro-2H-pyrido[3,4-b]indol-2-yl)-2,2-difluoropropan-1-ol C1(CC1)COC1=CC=C2C3=C(NC2=C1)[C@H](N([C@@H](C3)C)CC(CO)(F)F)C3=C(C=C(C=C3F)NC3CN(C3)CCCF)F